4-(bromomethyl)-3-fluoro-pyridine-2-carboxylic acid methyl ester COC(=O)C1=NC=CC(=C1F)CBr